6-chloro-1-[6-[3-(dimethylamino)azetidin-1-yl]pyridin-3-yl]-7-[(2R)-2-[[(dimethylcarbamoyl)oxy]methyl]pyrrolidin-1-yl]-4-oxoquinoline-3-carboxylic acid ClC=1C=C2C(C(=CN(C2=CC1N1[C@H](CCC1)COC(N(C)C)=O)C=1C=NC(=CC1)N1CC(C1)N(C)C)C(=O)O)=O